N1(CCC1)CC1=CC=C(C=C1)C1=CC=C2CC[C@H](C2=C1)[C@@H](C(=O)NC1=CC=C(C=C1)C=1C(=NNC1C)C)NC(=O)C=1N(N=CC1)C N-[(1S)-1-[(1R)-6-[4-(azetidin-1-ylmethyl)phenyl]indan-1-yl]-2-[4-(3,5-dimethyl-1H-pyrazole-4-yl)anilino]-2-oxo-ethyl]-2-methyl-pyrazole-3-carboxamide